2-(2-methylpyridin-3-yl)-N-(2-morpholino-5-(piperidin-1-yl)oxazolo[4,5-b]pyridin-6-yl)oxazole-4-carboxamide CC1=NC=CC=C1C=1OC=C(N1)C(=O)NC=1C=C2C(=NC1N1CCCCC1)N=C(O2)N2CCOCC2